3-(4-((2-((3-([1,4'-bipiperidin]-1'-yl)phenyl)amino)pyrimidin-4-yl)amino)-1-oxoisoindolin-2-yl)piperidine-2,6-dione N1(CCCCC1)C1CCN(CC1)C=1C=C(C=CC1)NC1=NC=CC(=N1)NC1=C2CN(C(C2=CC=C1)=O)C1C(NC(CC1)=O)=O